ClC=1C=C(C=C(C1)Cl)C1=NC(=CC(=C1)CN1CCC(CC1)OCC(=O)O)OC=1C=NC(=NC1)N1CCN(CC1)C[C@@H](C)O (R)-2-((1-((2-(3,5-dichlorophenyl)-6-((2-(4-(2-hydroxypropyl)piperazin-1-yl)pyrimidin-5-yl)oxy)pyridin-4-yl)methyl)piperidin-4-yl)oxy)acetic acid